2-((5-chloro-2-((4-(piperidin-4-yl)phenyl)amino)pyrimidin-4-yl)amino)-N-methylbenzamide ClC=1C(=NC(=NC1)NC1=CC=C(C=C1)C1CCNCC1)NC1=C(C(=O)NC)C=CC=C1